N-(2-cyclopropyl-4-iodo-5-methylphenyl)-N-(2-methyl-2H-pyrazolo[3,4-c]pyridin-5-yl)but-2-ynamide C1(CC1)C1=C(C=C(C(=C1)I)C)N(C(C#CC)=O)C1=CC=2C(C=N1)=NN(C2)C